O1C(=CC=C1)CCC(=O)OCC(C)C isobutyl furanpropionate